CC1(C(OB(O1)/C=C/C1=CC=C(C=C1)C1(COC1)N1CCCCC1)(C)C)C 1-(3-(4-((E)-2-(tetramethyl-1,3,2-dioxaborolan-2-yl)vinyl)phenyl)oxetan-3-yl)piperidine